O=C1NC(CCC1N1C(C2=CC=C(C=C2C1=O)N1CCN(CC1)CCN1CCN(CC1)C1=CC=C(C=C1)\C(=C(\CC)/C1=CC=CC=C1)\C1=CC=C(C=C1)B(O)O)=O)=O (Z)-(4-(1-(4-(4-(2-(4-(2-(2,6-dioxopiperidin-3-yl)-1,3-dioxoisoindolin-5-yl)piperazin-1-yl)ethyl)piperazin-1-yl)phenyl)-2-phenylbut-1-en-1-yl)phenyl)boronic acid